2-(5-phenyl-1,2,4-oxadiazol-3-yl)-morpholine C1(=CC=CC=C1)C1=NC(=NO1)C1CNCCO1